C(CCCCCCCCC#C)(=O)OCCCCCCO 6-hydroxyhexyl undec-10-ynoate